1-(dichloroacetyl)azepane ClC(C(=O)N1CCCCCC1)Cl